ClC=1C(=CC(=C(C1)S(=O)(=O)NC1=NC=NC(=C1)C)F)N[C@@H](C)C1=C(C=CC=C1)Cl (S)-5-chloro-4-((1-(2-chlorophenyl)ethyl)amino)-2-fluoro-N-(6-methylpyrimidin-4-yl)benzenesulfonamide